C(C)(C)(C)[NH3+].CC(COC1=CC=C(C=C1)[C@H](CC(=O)[O-])C#CC)=C(C)C (3S)-3-{4-[(2,3-dimethylbut-2-en-1-yl)oxy]phenyl}hex-4-ynoic acid tert-butylammonium salt